C1(CC1)COC1=C(C=C(C=C1)S(=O)(=O)CC)C=1C2=C(C(N(C1)C)=O)OC=C2 4-[2-(cyclopropylmethoxy)-5-ethyl-sulfonylphenyl]-6-methylfuro[2,3-c]pyridin-7-one